phenylmethane-sulfonyl chloride C1(=CC=CC=C1)CS(=O)(=O)Cl